N-(3-((2-amino-2-oxoethyl)amino)-4-fluorophenyl)-2-(4-fluoro-2-methylphenoxy)-5-(trifluoromethyl)benzamide NC(CNC=1C=C(C=CC1F)NC(C1=C(C=CC(=C1)C(F)(F)F)OC1=C(C=C(C=C1)F)C)=O)=O